C[C@H]1[C@H]([C@H]([C@@H]([C@@H](O1)O[C@@H]2[C@H]([C@@H](O[C@@H]([C@H]2O[C@H]3[C@@H]([C@H]([C@H]([C@H](O3)CO)F)O)O)CO)OC)NC(=O)C)O)O)O The molecule is a methyl glycoside that is alpha-L-Fucp-(1->3)-[beta-D-Galp-(1->4)]-beta-D-GlcpNAc (Le(x)) in which the galactose 4-OH is replaced by fluorine and the hydroxy group at the reducing-end anomeric centre is methylated. It is a methyl glycoside and a trisaccharide derivative. It derives from an alpha-L-Fucp-(1->3)-[beta-D-Galp-(1->4)]-beta-D-GlcpNAc.